N-[(2,2-difluorocyclopropyl)methyl]-6-methyl-4-[(1-methylcyclopropyl)amino]furo[2,3-d]pyrimidine-5-carboxamide FC1(C(C1)CNC(=O)C1=C(OC=2N=CN=C(C21)NC2(CC2)C)C)F